4-[(1R)-1-aminoethyl]-2-[6-(4-ethyl-4H-1,2,4-triazol-3-yl)pyridin-2-yl]-6-(1-methylcyclopropyl)-2,3-dihydro-1H-pyrrolo[3,4-c]pyridin-1-one N[C@H](C)C1=NC(=CC2=C1CN(C2=O)C2=NC(=CC=C2)C2=NN=CN2CC)C2(CC2)C